C(=CC)S1C=NC(=C1)C 1-propenyl-4-methylthiazole